C(C)OCCOC(NC1=CC=CC=C1)=O 2-ethoxyethyl-N-phenylcarbamate